O=C1N=CNN2C1=CC(=C2)NC(=O)C=2N=C(SC2)C2=CC=CC=C2 4-oxo-6-(2-phenylthiazole-4-carboxamido)pyrrolo[2,1-f][1,2,4]triazin